(2S)-2-(3-bromobenzenesulfonamido)-3-(3-cyanophenyl)propenamide BrC=1C=C(C=CC1)S(=O)(=O)NC(C(=O)N)=CC1=CC(=CC=C1)C#N